CSNC(=O)C=1NC=CC1 N-methylthioazole-2-carboxamide